(4-(1,2,3,4-tetrahydroquinoline-3-yl)phenyl)methanol N1CC(CC2=CC=CC=C12)C1=CC=C(C=C1)CO